6-(4-Cyclopropylpiperazin-1-yl)-2,2-dimethyl-N-(6-(1-methyl-1H-pyrazol-4-yl)pyridin-2-yl)-2,3-dihydrofuro[2,3-b]pyridine-5-carboxamide C1(CC1)N1CCN(CC1)C1=C(C=C2C(=N1)OC(C2)(C)C)C(=O)NC2=NC(=CC=C2)C=2C=NN(C2)C